6-{1-[(3R)-1-(1,3-dioxolan-2-yl)-4-methylpentan-3-yl]azetidin-3-yl}-4-{4-fluoro-2-[(3R)-3-methylmorpholine-4-carbonyl]phenyl}-1-methyl-1H-indazole O1C(OCC1)CC[C@H](C(C)C)N1CC(C1)C1=CC(=C2C=NN(C2=C1)C)C1=C(C=C(C=C1)F)C(=O)N1[C@@H](COCC1)C